CC1(O[C@H]2[C@H]([C@@H]3N4C(OC[C@H]2O3)=NC(C=C4)=NC(OCC4=CC=CC=C4)=O)O1)C benzyl ((3aR,4R,12R,12aR)-2,2-dimethyl-3a,4,12,12a-tetrahydro-5H,8H-4,12-epoxy[1,3]dioxolo[4,5-e]pyrimido[2,1-b][1,3]oxazocin-8-ylidene)carbamate